CC1=CC(OC2=CC(=CC=C12)OCC1=CC=C(C(=O)[O-])C=C1)=O 4-[(4-methyl-2-oxo-chromen-7-yl)oxymethyl]-benzoate